C(C)(C)C1C(CCCC1)OC(CO)CO 2-(2-isopropylcyclohexyloxy)-1,3-propanediol